C(C=1C(=C2C=NN(C2=CC1)C1OCCCC1)B1OC(C(O1)(C)C)(C)C)([2H])([2H])[2H] 5-(methyl-d3)-1-(tetrahydro-2H-pyran-2-yl)-4-(4,4,5,5-tetramethyl-1,3,2-dioxaborolan-2-yl)-1H-indazole